FC(C(=O)N1C=NC=C1)(F)F 1-(Trifluoroacetyl)imidazole